3,4,5-heptanetriol CCC(C(C(CC)O)O)O